7-(4,4,5,5-tetramethyl-1,3,2-dioxaborolan-2-yl)-3-(2,2,2-trifluoroethyl)-3-azabicyclo[4.1.0]heptane CC1(OB(OC1(C)C)C1C2CCN(CC12)CC(F)(F)F)C